F[C@H]1S(C2=C(O[C@@H](C1)C)C(=CC(=C2)C(=O)[O-])F)(=O)=O (trans)-4,9-difluoro-2-methyl-3,4-dihydro-2H-benzo[b][1,4]oxathiepine-7-carboxylate 5,5-dioxide